3-(methylsulfonyl)aniline potassium tert-butylate CC(C)(C)[O-].[K+].CS(=O)(=O)C=1C=C(N)C=CC1